9H-fluoren-9-ylmethyl N-[3-[[3-(tert-butoxycarbonylamino)-2-[tert-butyl(dimethyl)silyl]oxy-propyl]amino]propyl]carbamate C(C)(C)(C)OC(=O)NCC(CNCCCNC(OCC1C2=CC=CC=C2C=2C=CC=CC12)=O)O[Si](C)(C)C(C)(C)C